CN1C(=NN=C1)CC1(COC1)C=1C=C(C=CC1)NC(=O)N1C2=C(OC3(C1)CNC3)C=CC=N2 N-(3-(3-((4-methyl-4H-1,2,4-triazol-3-yl)methyl)oxetan-3-yl)phenyl)spiro[azetidine-3,2'-pyrido[3,2-b][1,4]oxazine]-4'(3H)-carboxamide